Chloro-N-[[(5S)-2-oxo-3-[4-(2-oxopyridin-1(2H)-yl)phenyl]oxazolidin-5-yl]methyl]thiophen-2-carboxamide ClC1=C(SC=C1)C(=O)NC[C@H]1CN(C(O1)=O)C1=CC=C(C=C1)N1C(C=CC=C1)=O